N-(5-fluoro-2-methyl-6-(trifluoromethyl)pyridin-3-yl)-2-iodoacetamide FC=1C=C(C(=NC1C(F)(F)F)C)NC(CI)=O